CN1N=C(C=C1C)NC1=NC=C(C(=N1)C1=CNC2=C(C=CC=C12)N1C(C2=CC=CC(=C2C1)NC(=O)C1CCC(CC1)C)=O)C N-(2-(3-(2-((1,5-dimethyl-1H-pyrazol-3-yl)amino)-5-methylpyrimidin-4-yl)-1H-indol-7-yl)-1-oxoisoindolin-4-yl)-4-methylcyclohexane-1-carboxamide